5-bromo-1,3-difluoro-2-benzyloxy-benzene BrC=1C=C(C(=C(C1)F)OCC1=CC=CC=C1)F